BrC=1C(=C(C(=NC1)C)C(=O)NC1=CC(=C(C=C1)OC1=CC=NC2=CC(=C(N=C12)OC)OC)F)O 5-bromo-N-[4-[(6,7-dimethoxy-1,5-naphthyridin-4-yl)oxy]-3-fluorophenyl]-4-hydroxy-2-methylpyridine-3-carboxamide